CC1=CC=C(C(N1C=1C=NC=CC1)=O)C(=O)O 6-methyl-2-oxo-2H-[1,3'-bipyridine]-3-carboxylic acid